2-(6-fluoro-1H-indol-4-yl)-7-methoxy-4-(piperidine-1-carbonyl)isoquinolin FC1=CC(=C2C=CNC2=C1)N1CC2=CC(=CC=C2C(=C1)C(=O)N1CCCCC1)OC